C(C)(=O)OC1=CC=C(C=C1)\C=C\C(=O)C1=CC=C(C=C1)O [4-[(E)-3-(4-Hydroxyphenyl)-3-oxoprop-1-enyl]phenyl] acetate